BETA-NAPHTHYL ETHYL ETHER C(C)OC1=CC2=CC=CC=C2C=C1